behenyl-trimethyl-ammonium carbonate C([O-])([O-])=O.C(CCCCCCCCCCCCCCCCCCCCC)[N+](C)(C)C.C(CCCCCCCCCCCCCCCCCCCCC)[N+](C)(C)C